1-methyl-3,6-dioxopiperidine-2-carboxylic acid ethyl ester C(C)OC(=O)C1N(C(CCC1=O)=O)C